(3S,4R)-4-({7-[5-(1,1-difluoropropan-2-yl)pyridin-2-yl]-5-fluoropyrrolo[2,1-f][1,2,4]triazin-2-yl}amino)oxan-3-ol FC(C(C)C=1C=CC(=NC1)C1=CC(=C2C=NC(=NN21)N[C@H]2[C@@H](COCC2)O)F)F